BrC1=C(SC2=C1NC(=C2)C(=O)OC)F methyl 3-bromo-2-fluoro-4H-thieno[3,2-b]pyrrole-5-carboxylate